(5R,7aS)-5-(methoxymethyl)-2-methylenetetrahydro-1H-pyrrolizine COC[C@@H]1N2CC(C[C@@H]2CC1)=C